CC(CCCCCCCCCCCCCCCCCCC(=O)[O-])O The molecule is an (omega-1)-hydroxy fatty acid anion resulting from the deprotonation of the carboxy group of 20-hydroxyhenicosanoic acid. The major species at pH 7.3. It is an (omega-1)-hydroxy fatty acid anion, a long-chain fatty acid anion and a straight-chain saturated fatty acid anion. It derives from a henicosanoate. It is a conjugate base of a 20-hydroxyhenicosanoic acid.